C(CCCCCCCCC)OC(C=1C(C(=O)OCCCCCCCCCC)=CC=CC1)=O.C(CCCCCCCC)OC(C=1C(C(=O)OCCCCCCCCC)=CC=CC1)=O.C(C=1C(C(=O)OCCCCC(C)C)=CC=CC1)(=O)OCCCCC(C)C diisoheptyl phthalate (P)-dinonyl-phthalate didecyl-phthalate